cyclohexadecanone C1(CCCCCCCCCCCCCCC1)=O